ClC=1C(=NC(=NC1)NC1=C(C=C(C=C1)N1C[C@H]2COCCN2CC1)OC(F)F)NC1=C(SC=C1)C(=O)N (S)-3-((5-chloro-2-((2-(difluoro-methoxy)-4-(hexahydropyrazino-[2,1-c][1,4]oxazin-8(1H)-yl)-phenyl)amino)pyrimidin-4-yl)-amino)thiophene-2-carboxamide